BrC(C)(C)CC(C)(C)C Bromo-isooctane